COC(C1=CC(=C(C=C1)[N+](=O)[O-])NCC1=NN=CN1CCC)=O 4-Nitro-3-(((4-propyl-4H-1,2,4-triazol-3-yl)methyl)amino)benzoic acid methyl ester